ferric ethyl-benzenesulfonate C(C)OS(=O)(=O)C1=CC=CC=C1.[Fe+3]